Bromo-Triflate S(=O)(=O)(C(F)(F)F)Br